cyclohexyl-(trimethylsilylmethyl)dimethoxysilane C1(CCCCC1)[Si](OC)(OC)C[Si](C)(C)C